N-(2-Morpholinoethyl)-3-(11-oxo-8-(trifluoromethoxy)-10,11-dihydro-5H-dibenzo[b,e][1,4]diazepin-2-yl)benzamide O1CCN(CC1)CCNC(C1=CC(=CC=C1)C1=CC2=C(NC3=C(NC2=O)C=C(C=C3)OC(F)(F)F)C=C1)=O